1-bromo-4,7-difluoro-2-methoxy-6(5H)-phenanthridinone BrC1=C(C=C(C=2NC(C3=C(C=CC=C3C12)F)=O)F)OC